NCCC[Si](O[Si](C)(C)C)(O[Si](C)(C)C)C 3-Aminopropylmethylbis(trimethylsiloxy)silan